COC1=C(C=CC(=C1)C=CC(C=CCCCCCCCCC)=O)[O-] 2-methoxy-4-(3-oxotetradec-1,4-dienyl)phenolate